(s)-2,2-dimethylcyclopropanecarboxamide CC1([C@H](C1)C(=O)N)C